C(C1=CC=CC=C1)OC1=CC=C(CC2C(NC(C(N2)=O)CC2=CC=C(C=C2)OCC2=CC=CC=C2)=O)C=C1 3,6-di(p-(Benzyloxy)benzyl)-2,5-diketopiperazine